OC1=C(C(=CC(=C1CN(C(=O)N1CCCC1)C)CCCCC)O)C1CCCC(=C1)C N-((2,6-dihydroxy-5'-methyl-4-pentyl-1',2',3',4'-tetrahydro-[1,1'-biphenyl]-3-yl)methyl)-N-methylpyrrolidine-1-carboxamide